3-((3-bromopyridin-2-yl)methyl)-2-((2-hydroxy-1H-benzo[d]imidazol-5-yl)methyl)isoindolin-1-one BrC=1C(=NC=CC1)CC1N(C(C2=CC=CC=C12)=O)CC1=CC2=C(NC(=N2)O)C=C1